3-methyl-1-oxobutan-2-yl-(methyl)carbamic acid tert-butyl ester C(C)(C)(C)OC(N(C)C(C=O)C(C)C)=O